4-(((1-(1-(1,4-dimethylpiperidine-4-carbonyl)piperidin-4-yl)-1H-pyrazol-4-yl)methyl)amino)-2-(2,6-dioxopiperidin-3-yl)isoindoline-1,3-dione CN1CCC(CC1)(C(=O)N1CCC(CC1)N1N=CC(=C1)CNC1=C2C(N(C(C2=CC=C1)=O)C1C(NC(CC1)=O)=O)=O)C